2,4,6-triethenyl-1,3,5,2,4,6-trioxatriborinane compound with pyridine N1=CC=CC=C1.C(=C)B1OB(OB(O1)C=C)C=C